C1(CC1)NC(C1=C(C=C(C=C1OC)C1=CN=C2N1C=CC(=C2)C(C)N2CC(C2)(F)F)OC(F)F)=O N-cyclopropyl-4-[7-[1-(3,3-difluoroazetidin-1-yl)ethyl]imidazo[1,2-a]pyridin-3-yl]-2-(difluoromethoxy)-6-methoxy-benzamide